(2-butyl-1-(4-pentanamidobenzyl)-1H-imidazo[4,5-c]quinolin-4-yl)carbamic acid C(CCC)C=1N(C2=C(C(=NC=3C=CC=CC23)NC(O)=O)N1)CC1=CC=C(C=C1)NC(CCCC)=O